C(C=C)(=O)OC(CCCC1=NC2=CC=C(C(C2=C1C(F)(F)F)(C1=CC=CC=C1)C1=CC=C(C=C1)I)C)O 4-(4-iodophenyl)-5-methyl-4-phenyl-3-trifluoromethyl-indolebutandiol monoacrylate